NC1=NC(N(C=C1)[C@@H]1O[C@@H]([C@H](C1)O[Si](C)(C)C(C)(C)C)CO[Si](C)(C)C(C)(C)C)=O 4-amino-1-((2R,4S,5R)-4-((tert-butyldimethylsilyl)oxy)-5-(((tert-butyldimethylsilyl)oxy)methyl)tetrahydrofuran-2-yl)pyrimidin-2(1H)-one